C(C1=CC=CC=C1)OC(=O)N[C@@H]([C@H](OC(C)(C)C)C)C(=O)O (E)-N-benzyloxycarbonyl-O-tert-butyl-L-threonine